NC=1NC(C2=C(N1)NC=C2CNCCCCCC)=O N-((2-amino-4-oxo-4,7-dihydro-3H-pyrrolo[2,3-d]pyrimidin-5-yl)methyl)-hexan-1-amine